FC(CN1N=CC=2C1=NC(=NC2)N2CCC1(CC(N(C1)C=1C=NC(=CC1)C(F)(F)F)=O)CC2)F 8-(1-(2,2-difluoroethyl)-1H-pyrazolo[3,4-d]pyrimidin-6-yl)-2-(6-(trifluoromethyl)pyridin-3-yl)-2,8-diazaspiro[4.5]decan-3-one